Dimethyl(1-Phenylpropan-2-Yl)Phosphoramidate CC(C(CC1=CC=CC=C1)NP([O-])([O-])=O)C